COCCOC1=CC(=NC2=CC=C(C=C12)C1OCC1C(=O)N)N1C=NC(=C1)C (4-(2-methoxyethoxy)-2-(4-methyl-1H-imidazol-1-yl)quinolin-6-yl)oxetan-3-carboxamide